FC1=C(C(=CC(=C1)F)OCCO)C=1C2=C(C(=NC1C1=NN3CCN(CCC3=C1)C(C=C)=O)C=1C=C3C=NN(C3=CC1)C)C=CS2 (S)-1-(2-(7-(2,4-difluoro-6-(2-hydroxyethoxy)phenyl)-4-(1-methyl-1H-indazol-5-yl)thieno[3,2-c]pyridin-6-yl)-4,5,7,8-tetrahydro-6H-pyrazolo[1,5-d][1,4]diazepin-6-yl)prop-2-en-1-one